1-(3-methoxypropyl)-N-(1-methylcyclopropyl)-3-(5-methyl-1,3,4-oxadiazol-2-yl)-2-oxo-benzimidazole-5-sulfonamide COCCCN1C(N(C2=C1C=CC(=C2)S(=O)(=O)NC2(CC2)C)C=2OC(=NN2)C)=O